2-chloro-4-(2-pyridin-2-yloxy-phenyl)pyridine ClC1=NC=CC(=C1)C1=C(C=CC=C1)OC1=NC=CC=C1